8-(6-((4-(Aminomethyl)benzyl)amino)pyridin-3-yl)-1-propyl-3-cyclopropylxanthine NCC1=CC=C(CNC2=CC=C(C=N2)C2=NC=3N(C(N(C(C3N2)=O)CCC)=O)C2CC2)C=C1